3-(((R)-1-(((R)-1-carboxy-2-(1H-imidazol-4-yl)ethyl)amino)-4-methyl-1-oxopentan-2-yl)amino)-2-methyl-3-oxopropanoic acid C(=O)(O)[C@@H](CC=1N=CNC1)NC([C@@H](CC(C)C)NC(C(C(=O)O)C)=O)=O